2-(4-(cyclopropylsulfonyl)phenyl)ethan-1-amine C1(CC1)S(=O)(=O)C1=CC=C(C=C1)CCN